2-(((6-phenylpyridin-3-yl)oxy)methyl)oxazole C1(=CC=CC=C1)C1=CC=C(C=N1)OCC=1OC=CN1